ClC1=CC(=C(C=C1C=1C=NC(=NC1)N1CCOCC1)NC(=O)C1=CNC(C=C1C(F)(F)F)=O)N1CC(N(CC1)C)C N-(4-chloro-2-(3,4-dimethylpiperazin-1-yl)-5-(2-morpholinopyrimidin-5-yl)phenyl)-6-oxo-4-(trifluoromethyl)-1,6-dihydropyridine-3-carboxamide